O1CC(C1)OC(NC)=O N-methyl-carbamic acid oxetan-3-yl ester